C(C)C1(COC1)COCC(CCCC)CC 3-ethyl-3-[(2-ethylhexyl-oxy)methyl]oxetane